BrC1=CC=C2C(=N1)C(C(N2C2CCN(CC2)C(=O)OC(C)(C)C)=O)(C)C tert-butyl 4-(5-bromo-3,3-dimethyl-2-oxo-2,3-dihydro-1H-pyrrolo[3,2-b]pyridin-1-yl)piperidine-1-carboxylate